4-{4-[3-(2-methylpyrazol-3-yl)-1H-pyrrolo[2,3-b]pyridin-5-yl]phenyl}piperazine-1-carboxylic acid-2-methylpropan-2-yl ester CC(C)(C)OC(=O)N1CCN(CC1)C1=CC=C(C=C1)C=1C=C2C(=NC1)NC=C2C=2N(N=CC2)C